FC1=C(C=C(C=C1)F)C1=C(C=NN1C1CC2(CN(C2)C(=O)C2=C(C=CC(=C2)O)F)C1)C (6-(5-(2,5-Difluorophenyl)-4-methyl-1H-pyrazol-1-yl)-2-azaspiro[3.3]heptan-2-yl)(2-fluoro-5-hydroxyphenyl)methanone